3-Deuterio-4-[[(2S,3R,4S,5S)-3-(3,4-difluoro-2-methoxyphenyl)-4,5-dimethyl-5-(trifluoromethyl)tetrahydrofuran-2-carbonyl]amino]pyridin-2-carboxamid [2H]C=1C(=NC=CC1NC(=O)[C@H]1O[C@@]([C@H]([C@@H]1C1=C(C(=C(C=C1)F)F)OC)C)(C(F)(F)F)C)C(=O)N